tert-butyl (3S,5S)-3-fluoro-5-[[4-[4-[[3-fluoro-2-methyl-4-(2,2,2-trifluoroethylsulfonylamino)-1-naphthyl]oxy]-2-methyl-thiazol-5-yl]pyrimidin-2-yl]amino]piperidine-1-carboxylate F[C@@H]1CN(C[C@H](C1)NC1=NC=CC(=N1)C1=C(N=C(S1)C)OC1=C(C(=C(C2=CC=CC=C12)NS(=O)(=O)CC(F)(F)F)F)C)C(=O)OC(C)(C)C